F[C@H]1[C@H](CN(C2=C(S1(=O)=O)C=C(C(=C2)C(F)(F)F)OCC(C(=O)OC)(C)C)C2=CC=C(C=C2)F)CCC(F)(F)F methyl 3-(((2R,3S)-2-fluoro-5-(4-fluorophenyl)-1,1-dioxido-7-(trifluoromethyl)-3-(3,3,3-trifluoropropyl)-2,3,4,5-tetrahydrobenzo[b][1,4]thiazepin-8-yl)oxy)-2,2-dimethylpropanoate